2-(5-(3,5-dichloro-4-fluorophenyl)-5-(trifluoromethyl)-4,5-dihydroisoxazol-3-yl)-N-(tert-pentyl)-2,3-dihydro-1H-pyrrolo[3,4-c]pyridine-6-carboxamide ClC=1C=C(C=C(C1F)Cl)C1(CC(=NO1)N1CC=2C=NC(=CC2C1)C(=O)NC(C)(C)CC)C(F)(F)F